The molecule is an octadecenoic acid having a double bond at position 11; and which can occur in cis- or trans- configurations. It is an octadecenoic acid and a straight-chain fatty acid. It is a conjugate acid of a vaccenate(1-). CCCCCC/C=C/CCCCCCCCCC(=O)O